N',N-dimethylcyclohexane-1,2-diamine CNC1C(CCCC1)NC